(S)-4-(1-(2,3-DIMETHYLPHENYL)ETHYL)-1H-IMIDAZOL CC1=C(C=CC=C1C)[C@H](C)C=1N=CNC1